COC(C1=C(C=CC=C1)C1=NC(=NC=C1C)NC=1C=NN(C1)C1COCCC1)=O (5-methyl-2-((1-(tetrahydro-2H-pyran-3-yl)-1H-pyrazol-4-yl)amino)pyrimidin-4-yl)benzoic acid methyl ester